4-bromobenzophenone BrC1=CC=C(C(=O)C2=CC=CC=C2)C=C1